(2R,3S)-1-CYCLOPROPYL-3-METHOXYHEX-5-ENE-2-SULFONAMIDE C1(CC1)C[C@H]([C@H](CC=C)OC)S(=O)(=O)N